rac-4-(2,3-dichloro-6-((2-(trimethylsilyl)ethoxy)methoxy)phenyl)-1-(1H-pyrazol-4-yl)pyrrolidine-2-thione Potassium carbonate C([O-])([O-])=O.[K+].ClC1=C(C(=CC=C1Cl)OCOCC[Si](C)(C)C)[C@H]1CC(N(C1)C=1C=NNC1)=S.[K+] |r|